C1(CC1)CN1CC[C@]23CCN(CC[C@]2([C@H]1CC1=CC=C(C=C13)O)O)C(=O)OC1=CC=CC=C1 phenyl (5aS,6R,11bR)-14-(cyclopropylmethyl)-5a,10-dihydroxy-1,2,5,5a,6,7-hexahydro-6,11b-(epiminoethano)naphtho[1,2-d]azepine-3(4H)-carboxylate